N-(2,6-difluorophenyl)-5-fluoro-4-(3-oxo[1,2,4]triazolo[4,3-a]pyridin-2(3H)-yl)-2-[(2S)-pent-2-yloxy]benzamide FC1=C(C(=CC=C1)F)NC(C1=C(C=C(C(=C1)F)N1N=C2N(C=CC=C2)C1=O)O[C@@H](C)CCC)=O